2-(4-((2-((5-Bromo-2-ethyl-1H-benzo[d]imidazol-1-yl)methyl)-4-methoxy-phenoxy)methyl)-2-ethylphenoxy)acetic acid BrC1=CC2=C(N(C(=N2)CC)CC2=C(OCC3=CC(=C(OCC(=O)O)C=C3)CC)C=CC(=C2)OC)C=C1